C(C)(C)(C)OC(=O)N[C@H](C)C1=CC=C2C(=N1)NC(=C2)C2=NC1=C(N2C2CC2)C(=C(C(=C1)C(=O)OC)F)F methyl (R)-2-(6-(1-((tert-butoxycarbonyl)amino)ethyl)-1H-pyrrolo[2,3-b]pyridin-2-yl)-1-cyclopropyl-6,7-difluoro-1H-benzo[d]imidazole-5-carboxylate